ClC=1C=C(CN2CC3=CN(C=4N=CC=CC4C3=CC2)CC2=CC=C(C=C2)F)C=CC1 3-(3-chlorobenzyl)-6-(4-fluorobenzyl)-2,3,4,6-tetrahydropyrido[3,4-c][1,8]naphthyridine